(6-fluoro-3,4-dihydroisoquinolin-2(1H)-yl)-3-methylthiophene-2-amine FC=1C=C2CCN(CC2=CC1)C=1C(=C(SC1)N)C